CN([C@@H](CCCCNC(=O)OCC1=CC=CC=C1)C(=O)O)C([C@@H](NC(=O)OC(C)(C)C)CCCCNC(=O)OCC1=CC=CC=C1)=O.C(=O)O methanoate (methyl N6-((benzyloxy)carbonyl)-N2-(N6-((benzyloxy)carbonyl)-N2-(tert-butoxycarbonyl)lysyl)lysinate)